C(C1=CC=CC=C1)(=O)C=1C(=CC(=C(C(=O)C2=CC=CC=C2)C1)O)O 5-benzoyl-2,4-dihydroxybenzophenone